N[C@@H](C)C(=O)N[C@@H]([C@@H](C)CC)C(=O)OC Methyl L-Alanyl-L-Isoleucinate